(S)-N-ethyl-5-fluoro-N-isopropyl-2-((4-((pyrrolidin-3-ylmethyl)amino)pyrimidin-5-yl)oxy)benzamide C(C)N(C(C1=C(C=CC(=C1)F)OC=1C(=NC=NC1)NC[C@@H]1CNCC1)=O)C(C)C